benzyltetrakis(pentafluorophenyl)borate C(C1=CC=CC=C1)C1(C(C(=C(C(=C1F)F)F)F)F)[B-](C1=C(C(=C(C(=C1F)F)F)F)F)(C1=C(C(=C(C(=C1F)F)F)F)F)C1=C(C(=C(C(=C1F)F)F)F)F